(4-{5-amino-6-[1-(2,6-dichloro-phenyl)-ethoxy]-pyrazin-2-yl}-phenyl)-((R)-2-pyrrolidin-1-ylmethyl-pyrrolidin-1-yl)-methanone NC=1N=CC(=NC1OC(C)C1=C(C=CC=C1Cl)Cl)C1=CC=C(C=C1)C(=O)N1[C@H](CCC1)CN1CCCC1